C1(=CC=CC=C1)C(C(=O)O)C phenyl-methyl-acetic acid